C(N)(=O)C=1C=C2C=NN(C2=C(C1)OC1=CC=C(OCCC(=O)O)C=C1)C 3-[4-(5-carbamoyl-1-methyl-indazol-7-yl)oxyphenoxy]propanoic acid